O(C1=CC=CC=C1)PC1=C(C=CC=C1)C (phenoxy)tolylphosphine